(R)-4-methyl-6,7-dihydro-4H-pyrazolo[5,1-c][1,4]oxazin-3-amine C[C@H]1OCCN2C1=C(C=N2)N